FC(OC=1C=C(C=CC1)N1C(C(C2=CC(=CC=C12)C(=O)NC1(SOCC1)C)C)=O)F 1-(3-(difluoromethoxy)phenyl)-3-methyl-N-(3-methyl-1,1-dioxathiolan-3-yl)-2-oxoindoline-5-carboxamide